2-methyl-6-(2-methyl-2-azaspiro[3.3]heptan-6-yl)pyrido[4,3-d]pyrimidin-7(6H)-one CC=1N=CC=2C(N1)=CC(N(C2)C2CC1(CN(C1)C)C2)=O